NCCOCC(COCCN)OCCN 1,9-diamino-3,7-dioxa-5-(1-amino-2-ethoxy)nonane